ClC1=NC=C(C(=N1)NC=1C=CC=C2C=CN(C12)S(=O)(=O)C)Cl N-(2,5-dichloropyrimidin-4-yl)-1-(methylsulfonyl)-1H-indol-7-amine